FC(C1N(CCOC1)C#N)(F)F 3-(trifluoromethyl)morpholine-4-carbonitrile